NC1=C2C(=C3C(=N1)CCC3)N(C(=N2)CCCC)CC(CO)(CO)C 2-((4-amino-2-butyl-7,8-dihydro-cyclopenta[b]imidazo[4,5-d]pyridin-1(6H)-yl)methyl)-2-methylpropane-1,3-diol